C(C)(C)C=1C(C(=CC(C1)=O)C(C)C)=O 2,6-diisopropyl-p-benzoquinone